5-(2-methyl-2-adamantyloxycarbonyl)-7-oxo-bicyclo[2.2.1]Hept-2-ene CC1(C2CC3CC(CC1C3)C2)OC(=O)C2C3C=CC(C2)C3=O